[4-(methylsulfonyl)phenyl]boronic acid CS(=O)(=O)C1=CC=C(C=C1)B(O)O